dimethyl-2-nitroethen-1-amine CC(=C(N)C)[N+](=O)[O-]